O[C@@H]1C[C@@H](CCCC1)NC1=NC(=NC=C1C#N)NC1CCC(CC1)OCC(F)(F)F 4-((1R,3S)-3-hydroxycycloheptylamino)-2-((1r,4R)-4-(2,2,2-trifluoroethoxy)cyclohexylamino)pyrimidine-5-carbonitril